triphenyl-(p-isopropoxyphenyl)phosphonium C1(=CC=CC=C1)[P+](C1=CC=C(C=C1)OC(C)C)(C1=CC=CC=C1)C1=CC=CC=C1